2-chloro-5-(n-butylaminomethyl)pyridine ClC1=NC=C(C=C1)CNCCCC